(E)-3-methylpent-2-en-1,5-diol C\C(=C/CO)\CCO